N-(butan-2-yl)-N-[2-(5-fluoro-1H-indol-3-yl)ethyl]cyclopropylamine CC(CC)N(CCC1=CNC2=CC=C(C=C12)F)C1CC1